OCC([C@@H](C[C@H]1C(NCC1)=O)NC(=O)[C@@H]1N(C[C@H]2[C@@H]1CCC2)C(=O)[C@]2(NC(CC2)=O)C2=CC=CC=C2)=O (1R,3aR,6aS)-N-((R)-4-hydroxy-3-oxo-1-((S)-2-oxopyrrolidin-3-yl)butan-2-yl)-2-((R)-5-oxo-2-phenylpyrrolidine-2-carbonyl)octahydrocyclopenta[c]pyrrole-1-carboxamide